[B+3].[B+3].C(=CCCCC)C(C(=O)[O-])O.C(=CCCCC)C(C(=O)[O-])O bis(hexenyl glycolate) diboron